FC1CCN(CC1)C1=NC=C(C=C1C(=O)NC1=CC(=CC=C1)S(=O)(=O)C)C(F)(F)F 2-(4-fluoro-1-piperidyl)-N-(3-methylsulfonylphenyl)-5-(trifluoromethyl)-pyridine-3-carboxamide